5-cyclopropyl-2-[1-[6-[5-(1-hydroxycyclopropyl)-4H-1,2,4-triazol-3-yl]-2-azaspiro[3.3]heptane-2-carbonyl]azetidin-3-yl]oxy-benzonitrile C1(CC1)C=1C=CC(=C(C#N)C1)OC1CN(C1)C(=O)N1CC2(C1)CC(C2)C2=NN=C(N2)C2(CC2)O